C1(CCC1)CN1C(N(CC12CCC(CC2)(C2=CC=CC=C2)N(C)CC)C=2C=NC(=NC2)C(F)(F)F)=O 1-(cyclobutyl-methyl)-8-(ethyl-methyl-amino)-8-phenyl-3-[2-(trifluoromethyl)-pyrimidin-5-yl]-1,3-diazaspiro[4.5]decan-2-one